C(C)SCC1=CC(=CC=C1)F ethyl-[(3-fluorophenyl)methyl]sulfide